erbium cis-oleate C(CCCCCCC\C=C/CCCCCCCC)(=O)[O-].[Er+3].C(CCCCCCC\C=C/CCCCCCCC)(=O)[O-].C(CCCCCCC\C=C/CCCCCCCC)(=O)[O-]